tert-butyl 6-(2,4-dioxo-1,3,8-triazaspiro[4.5]decan-8-yl)pyridine-3-carboxylate O=C1NC2(C(N1)=O)CCN(CC2)C2=CC=C(C=N2)C(=O)OC(C)(C)C